(R)-1-(5-(2-hydroxy-6-methyl-4-(trifluoromethyl)phenyl)-2-((1-methylpiperidin-3-yl)amino)oxazolo[4,5-b]pyridin-7-yl)ethan-1-one OC1=C(C(=CC(=C1)C(F)(F)F)C)C1=CC(=C2C(=N1)N=C(O2)N[C@H]2CN(CCC2)C)C(C)=O